dinitrogen tetrasulfur [S].[S].[S].[S].[N].[N]